O=C1NC(CCC1N1C(C2=CC=C(C=C2C1)CNC(C(C=1C=C(C=CC1)C)(F)F)=O)=O)=O N-((2-(2,6-dioxopiperidin-3-yl)-1-oxoisoindolin-5-yl)methyl)-2,2-difluoro-2-m-tolylacetamide